3-((11-(bicyclo[2.2.1]heptan-2-yldimethylsilyl)undecyl)oxy)propyl hydrogen ((((R)-1-(6-amino-9H-purin-9-yl)propan-2-yl)oxy)methyl)phosphonate NC1=C2N=CN(C2=NC=N1)C[C@@H](C)OCP(OCCCOCCCCCCCCCCC[Si](C)(C)C1C2CCC(C1)C2)(O)=O